manganese methyl-cyclopentadiene methyl-(1R,2S,5S)-3-((S)-2-((tert-butoxycarbonyl)amino)-4-methoxy-3,3-dimethylbutanoyl)-6,6-dimethyl-3-azabicyclo[3.1.0]hexane-2-carboxylate COC(=O)[C@@H]1[C@H]2C([C@H]2CN1C([C@H](C(COC)(C)C)NC(=O)OC(C)(C)C)=O)(C)C.CC1=CC=CC1.[Mn]